2-fluoro-6-((3-fluoropyridin-2-yl)(morpholino)methyl)phenol FC1=C(C(=CC=C1)C(N1CCOCC1)C1=NC=CC=C1F)O